6-[5-(5-chloro-2-fluoro-phenyl)-1H-imidazol-4-yl]-3-(5,6,7,8-tetrahydroimidazo[1,2-a]pyrazin-2-yl)quinoline ClC=1C=CC(=C(C1)C1=C(N=CN1)C=1C=C2C=C(C=NC2=CC1)C=1N=C2N(CCNC2)C1)F